ClC1=CC2=C(C=N1)NC(=N2)CC#N 2-(6-chloro-3H-imidazo[4,5-c]pyridin-2-yl)acetonitrile